BrCCCCCCCCC(OCC\C=C/CCCC)OCC\C=C/CCCC 9-bromo-1,1-bis(((Z)-oct-3-en-1-yl)oxy)nonane